2-(cyclobutoxy)thiazole-5-carbaldehyde C1(CCC1)OC=1SC(=CN1)C=O